C(C)(C)NC1=CC(=NC=C1C=1SC(=NN1)C1CCN(CC1)C1COC1)C1=CC=C2N1N=CC(=C2)C#N 7-(4-(isopropylamino)-5-(5-(1-(oxetan-3-yl)piperidin-4-yl)-1,3,4-thiadiazol-2-yl)pyridin-2-yl)pyrrolo[1,2-b]pyridazine-3-carbonitrile